O.B(O)(O)O.B(O)(O)O boric acid, hemihydrate